2,4,8,10-tetrakis(1,1-dimethylethyl)dibenzo[d,f][1,3,2]Dioxaphosphepin CC(C)(C)C1=CC2=C(OPOC3=C2C=C(C=C3C(C)(C)C)C(C)(C)C)C(=C1)C(C)(C)C